1-(3-bromoimidazo[1,2-a]pyridin-6-yl)ethanone BrC1=CN=C2N1C=C(C=C2)C(C)=O